C[Si](CCOC(=O)NC1C(CN(C1)C(=O)OC(C)(C)C)C(=O)OCC)(C)C 1-(tert-butyl) 3-ethyl 4-(((2-(trimethylsilyl)ethoxy)carbonyl)amino)pyrrolidine-1,3-dicarboxylate